CC(=O)O[C@H](CC(=O)[O-])C[N+](C)(C)C acetyl-Carnitine